NCCC1CC(C1)C1=C2CN(C(C2=CC=C1)=O)N1C(CCCC1=O)=O (4-(3-(2-Aminoethyl)cyclobutyl)-1-oxoisoindolin-2-yl)piperidine-2,6-dione